S(=O)(=O)(O)CCS(=O)(=O)O.NC(C(=O)NCCN1CCOCC1)C(CC)C 2-amino-3-methyl-N-(2-morpholinoethyl)-pentanamide monoedisylate